1,3-Propylendiamin C(CCN)N